COCCC=1C=CC(=C2NC=C(CCN(CC)CC)C12)C 4-(2-methoxyethyl)-7-methyl-N,N-diethyltryptamine